C(C)OC(C1=CC=C(C=C1)N1CCN(CC1)CC1=C(CCCCC1)C1=CC=C(C=C1)Cl)=O 4-(4-((2-(4-chlorophenyl)cyclohept-1-ene-1-yl)methyl)piperazine-1-yl)benzoic acid ethyl ester